ClC=1C=C(C(=O)O)C=C(C1O)C=O 3-chloro-5-formyl-4-hydroxybenzoic acid